S1C=NC(=C1)CCC=O 3-(thiazol-4-yl)propan-1-one